CON=C(C(C)(C)C)C#CC1=CC=CC=C1 5-phenyl-2,2-dimethylpentan-4-yne-3-one-O-methyl oxime